C1(=CC=CC=C1)C1(C2=CC=CC=C2C=2C(=CC=CC12)B(O)O)C1=CC=CC=C1 (9,9-diphenyl-9H-fluoren-4-yl)boronic acid